(1r,4r)-4-((E)-(2-amino-3,5-dibromobenzylidene)amino)cyclohexanol NC1=C(\C=N\C2CCC(CC2)O)C=C(C=C1Br)Br